(S)-2-chloro-4-((3-(1-(2,2-difluoroethyl)-3-(trifluoromethyl)-1H-pyrazol-4-yl)imidazo[1,2-a]pyrazin-8-yl)amino)-N-(2-((2-oxo-2-(pyrrolidin-3-ylamino)ethyl)amino)ethyl)benzamide ClC1=C(C(=O)NCCNCC(N[C@@H]2CNCC2)=O)C=CC(=C1)NC=1C=2N(C=CN1)C(=CN2)C=2C(=NN(C2)CC(F)F)C(F)(F)F